C(C)C(COP(=O)(OCC(CCCC)CC)OCC(CCCC)CC)CCCC.P(=O)(OCCOCCCC)(OCCOCCCC)OCCOCCCC tris(2-butoxyethyl) phosphate tri(2-ethylhexyl)phosphate